4-(4-(6-((1-carboxy-2-(4-fluorophenyl)-ethyl)carbamoyl)pyridin-3-yl)-1H-1,2,3-triazol-1-yl)benzoic acid C(=O)(O)C(CC1=CC=C(C=C1)F)NC(=O)C1=CC=C(C=N1)C=1N=NN(C1)C1=CC=C(C(=O)O)C=C1